ClC=1N=C(SC1Cl)OC1=CC(=C(C=C1C)C(=N)N(C)CC)C [4-(4,5-dichlorothiazol-2-yl)oxy-2,5-dimethyl-phenyl]-N-ethyl-N-methyl-formamidine